ClC1=C(C2=C(N=N1)SC1=C2N=CN=C1NCC1=CC(=C(C=C1)OC)F)C 3-chloro-N-[(3-fluoro-4-methoxy-phenyl)methyl]-4-methyl-pyrimido[4',5':4,5]thieno[2,3-c]pyridazin-8-amine